COC1=NC=C(C=C1NS(=O)(=O)C)C=1C=C2C(=NC=NC2=CC1)NC(C)C1=CC=CC=C1 N-[2-methoxy-5-[4-(1-phenylethylamino)quinazolin-6-yl]-3-pyridyl]methanesulfonamide